CC=1C=C2C=CN=C(C2=C(C1)C)N(C(C1=CC=C(C=C1)C=1SC(=NN1)C([2H])([2H])[2H])=O)[C@H]1CNCCC1 N-(6,8-dimethyl-1-isoquinolyl)-N-[(3R)-3-piperidyl]-4-[5-(trideuteriomethyl)-1,3,4-thiadiazol-2-yl]benzamide